4-tert-octylamino-2,6-di-chloro-1,3,5-triazine C(C)(C)(CC(C)(C)C)NC1=NC(=NC(=N1)Cl)Cl